(7-(6-(1h-benzo[d]imidazol-2-yl)nicotinyl)-2,7-diazaspiro[4.4]nonan-2-yl)(6-(1h-benzo[d]Imidazol-2-yl)pyridin-2-yl)methanone N1C(=NC2=C1C=CC=C2)C2=NC=C(CN1CC3(CCN(C3)C(=O)C3=NC(=CC=C3)C3=NC4=C(N3)C=CC=C4)CC1)C=C2